C(C)(C)(C)OC(=O)N1CC2(CCN3N=C(C=C32)C=3C=NC(=C(C3)O[C@H](C)C3=NC=CC=C3)N)CC1 tert-butyl-2'-{6-amino-5-[(1R)-1-(pyridin-2-yl)ethoxy]pyridin-3-yl}-5',6'-dihydrospiro[pyrrolidine-3,4'-pyrrolo[1,2-b]pyrazole]-1-carboxylate